[N-]=C=O.[N-]=C=O.N(=C=O)CC(CC(CCN=C=O)(C)C)C 1,6-diisocyanato-2,4,4-trimethylhexane diisocyanate